[Cl-].[Cl-].NCC[N+](CCCCCCCCCCCCCCCCCC)(C)CCCC[N+](CCCCCCCCCCCCCCCCCC)(C)CCN 2-aminoethyl-[4-(2-aminoethyl-methyl-octadecyl-ammonio)butyl]-methyl-octadecyl-ammonium dichloride